FC(C1=C(C=CC=C1)C(C)N1N=CC(=C1)C1=C2C(=NC=C1)NC=C2)(F)F 4-(1-{1-[2-(trifluoromethyl)-phenyl]ethyl}-1H-pyrazol-4-yl)-1H-pyrrolo[2,3-b]pyridine